(Z)-2-(4-bromo-2-oxoindoline-3-ylidene)-N-(3-methoxyphenyl)hydrazinecarbothioamide BrC1=C2/C(/C(NC2=CC=C1)=O)=N/NC(NC1=CC(=CC=C1)OC)=S